N(=[N+]=[N-])CCCC(C[C@H](N)C(=O)[O-])C(=O)[O-] γ-3-Azidopropanyl-L-Glutamate